D-saccharic acid monopotassium salt [K+].[O-]C(=O)[C@H](O)[C@@H](O)[C@H](O)[C@H](O)C(=O)O